3,3'-(((5-methyl-1,3-phenylene)bis(methylene))bis(oxy))dibenzonitrile CC=1C=C(C=C(C1)COC=1C=C(C#N)C=CC1)COC=1C=C(C#N)C=CC1